C(C)S(=O)(=O)C=1C=C(C=CC1)C=1C(=NC=CC1OC1=C(N=C(S1)C)C1=CC=CC=C1)N (3-(ethylsulfonyl)phenyl)-4-((2-methyl-4-phenylthiazol-5-yl)oxy)pyridin-2-amine